1-(11Z-docosenoyl)-2-(6Z,9Z,12Z-octadecatrienoyl)-glycero-3-phosphoserine CCCCCCCCCC/C=C\CCCCCCCCCC(=O)OC[C@H](COP(=O)(O)OC[C@@H](C(=O)O)N)OC(=O)CCCC/C=C\C/C=C\C/C=C\CCCCC